CC1(CCC=2C(=NNC2C1)C=1NC2=CC(=CC=C2C1)C(=O)N1CCN(CC1)C(CN1N=CC(=C1)CN1C(NC(CC1)=O)=O)=O)C 1-{[1-(2-{4-[2-(6,6-dimethyl-1,4,5,7-tetrahydroindazol-3-yl)-1H-indole-6-carbonyl]piperazin-1-yl}-2-oxoethyl)pyrazol-4-yl]methyl}-1,3-diazinane-2,4-dione